C1(CCCC1)[Si](NCC)(NCC)C1CCCCC1 cyclopentylcyclohexylbis(ethylamino)silane